[O-]CC.CO[Hf+3].[O-]CC.[O-]CC methoxyhafnium ethoxide